3-bromo-5-(tert-butyl)benzofuran BrC1=COC2=C1C=C(C=C2)C(C)(C)C